OCCOC(C(=C)C)=O (2-hydroxyethyl)-Methacrylat